OC[C@H]1O[C@H]([C@@H]([C@H]([C@@H]1O)OC)O)OCCC1=CC=C(C=C1)O (2R,3R,4S,5R,6R)-2-(hydroxymethyl)-6-(4-hydroxyphenylethoxy)-4-methoxytetrahydro-2H-pyran-3,5-diol